CC(CC[C@@H](C(=O)O)NCC=1C=C2CCNCC2=CC1)(C)C (2S)-5,5-dimethyl-2-{[(1,2,3,4-tetrahydroisoquinolin-6-yl)methyl]amino}hexanoic acid